Cl.C(C)(C)(C)C1=NN(C(=C1)NC(=O)N[C@@H]1CN(C[C@H]1C1=CC=CC=C1)CCOC)C1=CC=C(C=C1)C 1-(3-tert-butyl-1-p-tolyl-1H-pyrazol-5-yl)-3-(trans-1-(2-methoxyethyl)-4-phenylpyrrolidin-3-yl)urea hydrochloride